C(C)(C)[Ge](C[O])(C[O])C(C)C ((diisopropylgermanediyl)bis(methylene))bis(oxygen)